N1-cyclopropyl-4-nitrobenzene-1,2-diamine C1(CC1)NC=1C(=CC(=CC1)[N+](=O)[O-])N